(S)-3-(benzofuran-7-yloxy)-N-methyl-3-(furan-2-yl)propan-1-amine O1C=CC2=C1C(=CC=C2)O[C@@H](CCNC)C=2OC=CC2